C1(=CC=CC=C1)C(C)(C)C1=CC=C(OC=2OC3=C(C(C2)=O)C=CC=C3)C=C1 (4-(2-phenylpropane-2-yl)phenoxy)-4H-benzopyran-4-one